ClC1=CC=CC=2C=3C(CN(C3C=CC21)C(NCCF)=N)C 6-chloro-N-(2-fluoroethyl)-1-methyl-1,2-dihydro-3H-benzo[e]indole-3-carboximidamide